4-hydroxyphenyl-(o-methylbenzyl)methyl-sulfonium OC1=CC=C(C=C1)[S+](C)CC1=C(C=CC=C1)C